3-(2-imino-3-phosphonoimidazolidin-1-yl)propanoic acid N=C1N(CCN1P(=O)(O)O)CCC(=O)O